NC1=C(C(=O)NC2CCN(CC2)C)C=CC(=C1)Br 2-Amino-4-bromo-N-(1-methylpiperidin-4-yl)benzamide